(6bS,10aR)-6b,7,8,9,10,10a-hexahydro-1H-pyrido[3',4':4,5]pyrrolo[1,2,3-de]quinoxalin-2(3H)-one HBr salt Br.C1C(NC=2C=CC=C3C2N1[C@H]1[C@@H]3CNCC1)=O